dicyclohexyl-(methyl)amine C1(CCCCC1)N(C)C1CCCCC1